4-methyl-7-nitro-1H-quinoxaline-2,3-dione CN1C(C(NC2=CC(=CC=C12)[N+](=O)[O-])=O)=O